C1(=CC=C(C=C1)SN1C(CCC1=O)=O)C 1-(p-tolylthio)pyrroline-2,5-dione